C(C)(C)(C)[Si](C1=CC=CC=C1)(C1=CC=CC=C1)OCCCCCCCCCCCC(CCCCCCCCC)CCOCC1=CC=C(C=C1)OC tert-butyl((12-(2-((4-methoxybenzyl)oxy)ethyl)henicosyl)oxy)diphenylsilane